4,6-bis(3,5-bis(3-pyridylphenyl)phenyl)-2-methylpyrimidine N1=CC(=CC=C1)C1=C(C=CC=C1)C=1C=C(C=C(C1)C1=C(C=CC=C1)C=1C=NC=CC1)C1=NC(=NC(=C1)C1=CC(=CC(=C1)C1=C(C=CC=C1)C=1C=NC=CC1)C1=C(C=CC=C1)C=1C=NC=CC1)C